SC=1OC(C2=C(N1)C(=CC=C2)OC)=O 2-mercapto-8-methoxy-4H-benzo[d][1,3]oxazin-4-one